OC(=O)C(F)(F)F.N1(N=NC=C1)C[C@@H]1C[C@H](CN1)NC(=O)C=1OC(=NN1)C1=C(C=CC(=C1)OC(F)(F)F)CCC N-((3R,5S)-5-((1H-1,2,3-Triazol-1-yl)methyl)pyrrolidin-3-yl)-5-(2-propyl-5-(trifluoromethoxy)phenyl)-1,3,4-oxadiazole-2-carboxamide TFA salt